OC1C(CN(CC1)C(=O)[O-])C 4-hydroxy-3-methylpiperidine-1-carboxylate